6-{2,8-dimethylimidazo[1,2-b]pyridazin-6-yl}-2-(1-methylpiperidin-4-yl)isoquinolin-1-one CC=1N=C2N(N=C(C=C2C)C=2C=C3C=CN(C(C3=CC2)=O)C2CCN(CC2)C)C1